3-((5-(5-(Difluoromethyl)-1,3,4-oxadiazol-2-yl)pyridin-2-yl)methyl)-1-(indolin-4-yl)-5,5-dimethylimidazolidine-2,4-dione FC(C1=NN=C(O1)C=1C=CC(=NC1)CN1C(N(C(C1=O)(C)C)C1=C2CCNC2=CC=C1)=O)F